1-octadecyl-2-(4Z,7Z,10Z,13Z,16Z-docosapentaenoyl)-sn-glycero-3-phosphocholine CCCCCCCCCCCCCCCCCCOC[C@H](COP(=O)([O-])OCC[N+](C)(C)C)OC(=O)CC/C=C\C/C=C\C/C=C\C/C=C\C/C=C\CCCCC